OCCN(S(O)(=O)=O)CCO N,N-bis(2-hydroxylethyl)sulfamic acid